((3aR,4R,6R,6aR)-2,2-dimethyl-6-(5-methyl-4-(methylamino)-7H-pyrrolo[2,3-d]pyrimidin-7-yl)tetrahydrofuro[3,4-d][1,3]dioxol-4-yl)methanol CC1(O[C@H]2[C@@H](O1)[C@@H](O[C@@H]2CO)N2C=C(C1=C2N=CN=C1NC)C)C